(R)-8-(7-chloro-1H-indole-2-carbonyl)-N-((R)-4-fluoro-3-oxo-1-((S)-2-oxopyrrolidin-3-yl)butan-2-yl)-5-oxa-8-azaspiro[3.5]nonane-9-carboxamide ClC=1C=CC=C2C=C(NC12)C(=O)N1CCOC2(CCC2)[C@@H]1C(=O)N[C@H](C[C@H]1C(NCC1)=O)C(CF)=O